1-phenylquinoxalin-2(1H)-one C1(=CC=CC=C1)N1C(C=NC2=CC=CC=C12)=O